3-(5-(4-Chlorophenyl)-3-(4-(piperazin-1-ylmethyl)phenyl)-3H-imidazo[4,5-b]pyridin-2-yl)pyridin-2-amine hydrochloride Cl.ClC1=CC=C(C=C1)C1=CC=C2C(=N1)N(C(=N2)C=2C(=NC=CC2)N)C2=CC=C(C=C2)CN2CCNCC2